CC(CC(=O)OOC(CC(CC(C)(C)C)C)=O)CC(C)(C)C di-(3,5,5-trimethyl hexanoyl) peroxide